(4-(methoxy-d3)phenyl)methanol C(OC1=CC=C(C=C1)CO)([2H])([2H])[2H]